3-[(3S)-3-amino-3-methylpyrrolidin-1-yl]-N-{bicyclo[2.2.1]heptan-1-yl}-2-(3,5-difluorophenyl)pyridine-4-carboxamide N[C@@]1(CN(CC1)C=1C(=NC=CC1C(=O)NC12CCC(CC1)C2)C2=CC(=CC(=C2)F)F)C